(4S)-7,8-dimethoxy-N,4-dimethyl-1-[4-(4-methylpiperazin-1-yl)phenyl]-4,5-dihydro-2,3-benzodiazepine-3-carboxamide COC=1C(=CC2=C(C[C@@H](N(N=C2C2=CC=C(C=C2)N2CCN(CC2)C)C(=O)NC)C)C1)OC